methyl (2S,4R)-4-methoxy-1-((4-phenoxybenzoyl)glycyl)pyrrolidine-2-carboxylate CO[C@@H]1C[C@H](N(C1)C(CNC(C1=CC=C(C=C1)OC1=CC=CC=C1)=O)=O)C(=O)OC